Ethyl (E)-3-(1-methyl-1H-pyrazol-5-yl)acrylate CN1N=CC=C1/C=C/C(=O)OCC